1-(5-(difluoromethoxy)-2-fluorophenyl)-3-(3-hydroxy-3-methylbutan-2-yl)-N-(3-methyl-1,1-dioxothietan-3-yl)-2-oxo-2,3-dihydro-1H-benzo[d]imidazole-5-carboxamide FC(OC=1C=CC(=C(C1)N1C(N(C2=C1C=CC(=C2)C(=O)NC2(CS(C2)(=O)=O)C)C(C)C(C)(C)O)=O)F)F